CC1=CC=CC2=C1NC(=N2)C(=O)O 7-Methyl-1H-benzo[d]imidazole-2-carboxylic acid